(S)-8-(6-((R)-1-(3'-(ethoxycarbonyl)-3-(3-methyl-1H-pyrazol-1-yl)-[1,1'-biphenyl]-4-yl)-2,2,2-trifluoroethoxy)-2-methylpyrimidin-4-yl)-2,8-diazaspiro[4.5]decane-3-carboxylic acid C(C)OC(=O)C=1C=C(C=CC1)C1=CC(=C(C=C1)[C@H](C(F)(F)F)OC1=CC(=NC(=N1)C)N1CCC2(C[C@H](NC2)C(=O)O)CC1)N1N=C(C=C1)C